3-(7-(4-amino-3-(4-phenoxyphenyl)-1H-pyrazolo[3,4-d]pyrimidin-1-yl)-2-azaspiro[3.5]non-2-yl)azetidine-1-carboxylic acid tert-butyl ester C(C)(C)(C)OC(=O)N1CC(C1)N1CC2(C1)CCC(CC2)N2N=C(C=1C2=NC=NC1N)C1=CC=C(C=C1)OC1=CC=CC=C1